4-morpholino-2-(trifluoromethyl)benzaldehyde O1CCN(CC1)C1=CC(=C(C=O)C=C1)C(F)(F)F